pyrazine-6-carboxamide trifluoroacetate FC(C(=O)O)(F)F.N1=CC=NC=C1C(=O)N